NC1=C(C=C(C(=C1)CO)F)C(C#CC1CC1)(C(C)(F)F)O 3-(2-amino-5-fluoro-4-(hydroxymethyl)phenyl)-1-cyclopropyl-4,4-difluoropent-1-yn-3-ol